N[C@@H]1CN(C[C@H]1C1=CC=CC=C1)C1=NC2=C(N1CC1=CC=C(C#N)C=C1)C=CC=C2 4-((2-((3S,4R)-3-amino-4-phenylpyrrolidin-1-yl)-1H-benzo[d]imidazol-1-yl)methyl)benzonitrile